[6-(3-cyclopropyl-1H-1,2,4-triazol-5-yl)-2-azaspiro[3.3]heptan-2-yl]-[6-[[4-methyl-5-(trifluoromethyl)-1,2,4-triazol-3-yl]methyl]-2,6-diazaspiro[3.3]heptan-2-yl]methanone C1(CC1)C1=NNC(=N1)C1CC2(CN(C2)C(=O)N2CC3(C2)CN(C3)CC3=NN=C(N3C)C(F)(F)F)C1